allyl-didodecyl-sulfosuccinic acid C(C=C)C(C(=O)O)(C(C(=O)O)(CCCCCCCCCCCC)CCCCCCCCCCCC)S(=O)(=O)O